C,7α-methoxymethyloxy-3-oxo-5β-cholanic acid methyl ester COC(CC[C@@H](C)[C@H]1CC[C@H]2[C@@H]3[C@@H](C[C@@H]4CC(CC[C@]4(C)[C@H]3CC[C@]12C)=O)OCOC)=O